(S)-2'-chloro-N-(5-((5,5-dimethyltetrahydrofuran-3-yl)methoxy)-1,3,4-thiadiazol-2-yl)-5'-methoxy-6-methyl-(4,4'-bipyridine)-3-carboxamide ClC1=NC=C(C(=C1)C1=C(C=NC(=C1)C)C(=O)NC=1SC(=NN1)OC[C@@H]1COC(C1)(C)C)OC